2-(2-(1-((tert-butyldimethylsilyl)oxy)ethyl)-3-fluoropyridin-4-yl)-2-oxoethyl (3S)-7-(3-chloro-2-fluoro-6-(1H-tetrazol-1-yl)phenyl)-5-oxo-1,2,3,5,8,8a-hexahydroindolizine-3-carboxylate ClC=1C(=C(C(=CC1)N1N=NN=C1)C1=CC(N2[C@@H](CCC2C1)C(=O)OCC(=O)C1=C(C(=NC=C1)C(C)O[Si](C)(C)C(C)(C)C)F)=O)F